BrC1=C(N=C2N(C1=O)C=C(S2)CO)C(F)(F)F 6-bromo-2-(hydroxymethyl)-7-(trifluoromethyl)-[1,3]thiazolo[3,2-a]pyrimidin-5-one